(S)-N-(1-AMINO-1,2-DIOXO-5-PHENYLPENTAN-3-YL)-3-METHYL-5-PHENYLISOXAZOLE-4-CARBOXAMIDE NC(C([C@H](CCC1=CC=CC=C1)NC(=O)C=1C(=NOC1C1=CC=CC=C1)C)=O)=O